C(CCC)C=1C=C(C=C(C1O)CCCC)CCC(=O)OCCNC(C(NCCOC(CCC1=CC(=C(C(=C1)CCCC)O)CCCC)=O)=O)=O bis(2-(3-(3,5-dibutyl-4-hydroxyphenyl)propionyloxy)ethyl)oxamide